2-chloro-4-((2-(2-(2-hydroxyethoxy)ethoxy)ethyl)amino)pyrimidin-5-carboxamide ClC1=NC=C(C(=N1)NCCOCCOCCO)C(=O)N